2-bromo-N1-(2-(dimethylamino)ethyl)-N1-methylbenzene-1,4-diamine BrC1=C(C=CC(=C1)N)N(C)CCN(C)C